FC1=CC(=C(C=C1C=1C=NC(=NC1)N1CCOCC1)NC(=O)C1=CNC(C=C1C(F)(F)F)=O)N1C[C@H]([C@@H](C1)F)N(C)CC N-[4-fluoro-5-(2-morpholin-4-ylpyrimidin-5-yl)-2-[(3R,4R)-3-[ethyl(methyl)amino]-4-fluoropyrrolidin-1-yl]phenyl]-6-oxo-4-(trifluoromethyl)-1H-pyridine-3-carboxamide